CC1=C(SC=C1)S(=O)(=O)N1N=C2C(=C1)CN(C2)C(=O)O 2-[(3-methyl-2-thienyl)sulfonyl]-4,6-dihydropyrrolo[3,4-c]Pyrazole-5-carboxylic acid